ClC1=CC(=NC=C1)NC=1C=NN(C1)C1OCCCC1 4-Chloro-N-(1-(tetrahydro-2H-pyran-2-yl)-1H-pyrazol-4-yl)pyridin-2-amine